CC(C(=O)O)=CCCCCCCCCC 2-methyl-2-dodecenoic acid